2-{[3-bromo-4-[(2,4-difluorobenzyl)oxy]-6-methyl-2-oxopyridin-1(2H)-yl]-methyl}benzonitrile BrC=1C(N(C(=CC1OCC1=C(C=C(C=C1)F)F)C)CC1=C(C#N)C=CC=C1)=O